2-((((trans-4-((3-(1-Cyclopropyl-1H-pyrazol-4-yl)phenyl)-((trans-4-(4-methoxy-3-methylphenyl)-cyclohexyl)methyl)-carbamoyl)cyclohexyl)oxy)carbonyl)-amino)acetic acid C1(CC1)N1N=CC(=C1)C=1C=C(C=CC1)N(C(=O)[C@@H]1CC[C@H](CC1)OC(=O)NCC(=O)O)C[C@@H]1CC[C@H](CC1)C1=CC(=C(C=C1)OC)C